(4-(difluoromethyl)-2-((S)-1-hydroxyethyl)oxazol-5-yl)((R)-4-(pyrazolo[1,5-a]pyridin-2-yl)-6,7-dihydro-1H-imidazo[4,5-c]pyridin-5(4H)-yl)methanone FC(C=1N=C(OC1C(=O)N1[C@H](C2=C(CC1)NC=N2)C2=NN1C(C=CC=C1)=C2)[C@H](C)O)F